C1(CC1)C=1C=NC=CC1N 3-cyclopropylpyridin-4-amine